3-(1-(4-chloro-2-fluorobenzyl)-7'-oxo-2',3',7',9'-tetrahydro-8'H-spiro[piperidine-4,4'-pyrano[2,3-e]isoindol]-8'-yl)piperidine-2,6-dione ClC1=CC(=C(CN2CCC3(CCOC4=C5CN(C(C5=CC=C43)=O)C4C(NC(CC4)=O)=O)CC2)C=C1)F